N=1C=CN2C1C(=NC=C2)C2=CC=C(CN1C3=NC(=NC=C3NC1=O)C1=C(C=CC=C1)C(C)C)C=C2 9-(4-(imidazo[1,2-a]pyrazin-8-yl)benzyl)-2-(2-isopropylphenyl)-7,9-dihydro-8H-purin-8-one